C1(=CC=CC=C1)S(=O)(=O)N1C=C(C2=CC=C(C=C12)C#N)S(=O)(=O)Cl 1-(phenylsulfonyl)-6-cyano-indole-3-sulfonyl chloride